bicyclo[4.2.0]oct-1,3,5-trien-3-ylcarbamic acid tert-butyl ester C(C)(C)(C)OC(NC=1C=C2CCC2=CC1)=O